tert-butyl 4-(4-methyl-3-((1-(3-(1-methyl-1H-pyrazol-4-yl)naphthalen-1-yl)ethyl)carbamoyl) phenyl)piperazine-1-carboxylate CC1=C(C=C(C=C1)N1CCN(CC1)C(=O)OC(C)(C)C)C(NC(C)C1=CC(=CC2=CC=CC=C12)C=1C=NN(C1)C)=O